(S)-3-((3-(2-(4-chlorophenyl)-2-hydroxyethyl)-1,2,4-oxadiazol-5-yl)methyl)-1-cyclopropyl-5-methylpyrimidine-2,4(1H,3H)-dione ClC1=CC=C(C=C1)[C@H](CC1=NOC(=N1)CN1C(N(C=C(C1=O)C)C1CC1)=O)O